trans-tert-butyl (2R,3R)-4-acetyl-3-(5-chloro-2-fluoro-3-(2-fluoro-6-(methylcarbamoyl)pyridin-4-yl)phenyl)-2-methylpiperazine-1-carboxylate C(C)(=O)N1[C@@H]([C@H](N(CC1)C(=O)OC(C)(C)C)C)C1=C(C(=CC(=C1)Cl)C1=CC(=NC(=C1)C(NC)=O)F)F